NC1=NC=NC(=C1C=1C=C(C=CC1)NC(\C=C\CN1CC(CCC1)(F)F)=O)OC1=CC=C(C=C1)OC1=CC=CC=C1 (E)-N-(3-(4-amino-6-(4-phenoxyphenoxy)pyrimidin-5-yl)phenyl)-4-(3,3-difluoropiperidin-1-yl)but-2-enamide